6-chloro-4-(1-(4-methoxybenzyl)-1H-pyrazol-4-yl)pyridazin-3-amine ClC1=CC(=C(N=N1)N)C=1C=NN(C1)CC1=CC=C(C=C1)OC